(R)-(1-(2-(5-(3-Bromophenyl)-3-(2-(((3-(trifluoromethyl)phenyl)sulfonyl)oxy)benzeneyl)-1H-pyrazol-1-yl)acetamido)-3-methylbutyl)boronic acid BrC=1C=C(C=CC1)C1=CC(=NN1CC(=O)N[C@@H](CC(C)C)B(O)O)C1=C(C=CC=C1)OS(=O)(=O)C1=CC(=CC=C1)C(F)(F)F